[Na].NCCS cysteamine sodium salt